({6-[(1,3-benzothiazol-2-yl)amino]-5-methylpyridazin-3-yl}(methyl)amino)-5-(1-methanesulfonylpiperidin-4-yl)-1,3-thiazole-4-carboxylic acid ethyl ester C(C)OC(=O)C=1N=C(SC1C1CCN(CC1)S(=O)(=O)C)N(C)C=1N=NC(=C(C1)C)NC=1SC2=C(N1)C=CC=C2